5-[2-chloro-4-(difluoromethoxy)-3-fluoro-phenyl]-N-[3-chloro-4-[4-[2-(4-hydroxy-4-piperidinyl)acetyl]piperazine-1-carbonyl]phenyl]-1-methyl-imidazole-2-carboxamide ClC1=C(C=CC(=C1F)OC(F)F)C1=CN=C(N1C)C(=O)NC1=CC(=C(C=C1)C(=O)N1CCN(CC1)C(CC1(CCNCC1)O)=O)Cl